OC(C(=O)C1=CC=C(C=C1)CC1=CC=C(C=C1)C(C(C)(C)O)=O)(C)C 2-hydroxy-1-{4-[4-(2-hydroxy-2-methylpropionyl)benzyl]phenyl}-2-methylpropane-1-one